(S)-1-((6-(5,7-difluoroquinolin-4-yl)-4-methylpyridin-3-yl)oxy)-2,4-dimethylpentan-2-amine FC1=C2C(=CC=NC2=CC(=C1)F)C1=CC(=C(C=N1)OC[C@](CC(C)C)(N)C)C